(E)-N'-(3,5-dichlorobenzylidene)-6-(4-methoxyphenyl)pyrazine-2-carbohydrazide ClC=1C=C(\C=N\NC(=O)C2=NC(=CN=C2)C2=CC=C(C=C2)OC)C=C(C1)Cl